C(#N)C=1C=C(C=CC1)NC(C1=CC(=CC=C1)CN1N=CC(=C1)C=1C2=C(N=CN1)NC=C2)=O N-(3-cyanophenyl)-3-{[4-(7H-pyrrolo[2,3-d]pyrimidin-4-yl)-1H-pyrazol-1-yl]-methyl}benzamide